FC1=CC=C(CC2=CC3=C(OC[C@](N3)(C(=O)OCC3=CC=CC=C3)C)N=C2C(NCCN2CCN(CC2)C)=O)C=C1 benzyl (S)-7-(4-fluorobenzyl)-2-methyl-6-((2-(4-methylpiperazin-1-yl)ethyl)carbamoyl)-2,3-dihydro-1H-pyrido[2,3-b][1,4]oxazinecarboxylate